1-Dodecyl-1-butylpyrrolidinium cyanid [C-]#N.C(CCCCCCCCCCC)[N+]1(CCCC1)CCCC